(2R,4R)-N-(5-((-)-1-(3-cyanophenyl)-3-cyclopropyl-1-((R)-1,1-dimethylethylsulfinamido)propyl)-2-fluorophenyl)-4-methoxypyrrolidine-2-carboxamide C(#N)C=1C=C(C=CC1)C(CCC1CC1)(N[S@](=O)C(C)(C)C)C=1C=CC(=C(C1)NC(=O)[C@@H]1NC[C@@H](C1)OC)F